OC(=O)C(F)(F)F.C([C@]12C[C@H](N[C@@H]2C1([2H])[2H])C(=O)NC1=NC(=CC=C1C)C(F)(F)F)([2H])([2H])[2H] (1R,3S,5R)-5-(methyl-d3)-N-(3-methyl-6-(trifluoromethyl)pyridin-2-yl)-2-azabicyclo[3.1.0]hexane-6,6-d2-3-carboxamide TFA salt